1-(3-(3-(1-(4-methyl-4H-1,2,4-triazol-3-yl)propan-2-yl)phenyl)-1H-pyrazolo[4,3-b]pyridin-7-yl)piperidin-4-ol CN1C(=NN=C1)CC(C)C=1C=C(C=CC1)C1=NNC=2C1=NC=CC2N2CCC(CC2)O